BrC=1C=C(C(=O)OCC[Si](C)(C)C)C=C(C1OC)CC(=O)OC(C)(C)C 2-(trimethylsilyl)ethyl 3-bromo-5-(2-(tert-butoxy)-2-oxoethyl)-4-methoxybenzoate